CCCCCC(C)N Heptan-6-amine